CC(=C=C1C(=CC=CC1)C1=CC=CC=C1)C (2-methylpropene-1,1-diyl)biphenyl